m-boronophenyl-alanine Lithium-tin-indium [In].[Sn].[Li].B(O)(O)C=1C=C(C=CC1)N[C@@H](C)C(=O)O